Ethyl {[1-(5-formylpyrazin-2-yl)-4-methylpiperidin-4-yl]oxy}acetate C(=O)C=1N=CC(=NC1)N1CCC(CC1)(C)OCC(=O)OCC